Chlorocarbonyloxymethyl 2,2-dimethylpropionate CC(C(=O)OCOC(=O)Cl)(C)C